C(N)(=O)C=1C=C(C=CC1F)NC(C1=C(C(=CC=C1OC1=CC(=C(C=C1)OC(F)(F)F)Cl)C(F)(F)F)F)=O N-(3-carbamoyl-4-fluoro-phenyl)-6-[3-chloro-4-(trifluoromethoxy)phenoxy]-2-fluoro-3-(trifluoromethyl)benzamide